5-bromo-2-chlorophenyl (4-hydroxyphenyl) ketone OC1=CC=C(C=C1)C(=O)C1=C(C=CC(=C1)Br)Cl